C(#CCC)C=1C(C(=CN(C1)CC1CCC1)C(=O)N)=O 5-(but-1-yn-1-yl)-1-(cyclobutylmethyl)-4-oxo-1,4-dihydropyridine-3-carboxamide